ClC=1C=C(C=CC1F)NC1=NC=NC2=CC(=C(C=C12)OCCCN1CCN(CC1)CC=1C=C(C=CC1)C1C(NC(CC1)=O)=O)OC 3-(3-((4-(3-((4-((3-chloro-4-fluorophenyl)amino)-7-methoxyquinazolin-6-yl)oxy)propyl)piperazin-1-yl)methyl)phenyl)piperidine-2,6-dione